CN1C(C(=C(C2=CC(=C(C=C12)O[C@H]1COCC1)C)N1CCC(CC1)C1=NC(=NO1)C1=C(C=CC=C1)C)C(=O)N)=O |r| rac-1,6-dimethyl-4-{4-[3-(2-methylphenyl)-1,2,4-oxadiazol-5-yl]piperidin-1-yl}-2-oxo-7-[(oxolan-3-yl)oxy]-1,2-dihydroquinoline-3-carboxamide